4-(3-iodo-4-methoxyphenyl)nicotinic acid IC=1C=C(C=CC1OC)C1=CC=NC=C1C(=O)O